O[C@@H]1C[C@H](N(C1)C([C@H](C(C)(C)C)NC(CCCCCCC(=O)OC)=O)=O)C(N[C@@H](C)C=1C=C2C(=NN(C2=CC1)C)OC)=O methyl 8-(((S)-1-((2S,4R)-4-hydroxy-2-(((S)-1-(3-methoxy-1-methyl-1H-indazol-5-yl)ethyl)carbamoyl)pyrrolidin-1-yl)-3,3-dimethyl-1-oxobutan-2-yl)amino)-8-oxooctanoate